(1-(2,3-dichlorophenyl)cyclopropyl)-5-(2-(dimethylamino)ethoxy)-2-methylbenzamide ClC1=C(C=CC=C1Cl)C1(CC1)C=1C(=C(C(=O)N)C=C(C1)OCCN(C)C)C